tert-butyl ((1R,3S)-3-(7-chloro-5-cyano-1H-benzo[d]imidazol-1-yl)cyclohexyl)carbamate ClC1=CC(=CC2=C1N(C=N2)[C@@H]2C[C@@H](CCC2)NC(OC(C)(C)C)=O)C#N